ClC1=C2C(=NC(=N1)N)N(N=C2)C(C)C 4-chloro-1-isopropylpyrazolo[3,4-d]pyrimidin-6-amine